CC(CCC1=CC=CC=C1)(C)OC([C@@H](CC=1C=C2C=NNC2=C(C1)C)NC(=O)N1CCC(CC1)N1C(NC2=CC=CC=C2C1)=O)=O |r| (±)-3-(7-Methyl-1H-indazol-5-yl)-2-{[4-(2-oxo-1,4-dihydro-2H-quinazolin-3-yl)-piperidine-1-carbonyl]-amino}-propionic acid 1,1-dimethyl-3-phenyl-propyl ester